BrCC(COP(=O)(OCC(CBr)(CBr)CBr)OCC(CBr)(CBr)CBr)(CBr)CBr tris(3-bromo-2,2-bis(bromomethyl) propyl)phosphate